N-(5-hydroxypyridin-2-yl)azepane-1-carboxamide OC=1C=CC(=NC1)NC(=O)N1CCCCCC1